O=C1NC(CCC1C=1C=C(CN2CCN(CC2)C2=CC=C(C=C2)NC2=NC=C(C(=N2)NCC=2C=C(C=CC2)N(S(=O)(=O)C)C)C(F)(F)F)C=CC1)=O N-(3-(((2-((4-(4-(3-(2,6-dioxopiperidin-3-yl)benzyl)piperazin-1-yl)phenyl)amino)-5-(trifluoromethyl)pyrimidin-4-yl)amino)methyl)phenyl)-N-methylmethanesulfonamide